ClC1=NC2=NC(=C(N=C2C(=N1)C1=CC(=C(C(=C1)F)F)F)C)C 2-chloro-6,7-dimethyl-4-(3,4,5-trifluorophenyl)pteridine